7-bromo-N-(3-((1s,3s)-3-(cyanomethyl)-1-(4-methyl-4H-1,2,4-triazol-3-yl)cyclobutyl)phenyl)-[1,2,4]triazolo[1,5-a]pyridine-5-carboxamide BrC1=CC=2N(C(=C1)C(=O)NC1=CC(=CC=C1)C1(CC(C1)CC#N)C1=NN=CN1C)N=CN2